BrC1=CC(=C(N)C=C1C)C1OCCC1 4-bromo-5-methyl-2-(oxolan-2-yl)aniline